CS(=O)(=O)OC1=C(C=2C(C3=CC=CC=C3C(C2C=C1NS(=O)(=O)C1=CC=C(C=C1)Cl)=O)=O)O 3-((4-chlorophenyl) sulfonylamino)-1-hydroxy-9,10-dioxo-9,10-dihydroanthracen-2-yl methanesulfonate